ClC1=C(C=2N=C(N=C3C2C(=N1)OCCCN3CCN(C(OC(C)(C)C)=O)C)SC)F tert-butyl (2-(5-chloro-4-fluoro-2-(methylthio)-9,10-dihydro-7-oxa-1,3,6,11-tetraazacycloocta[de]naphthalen-11(8H)-yl)ethyl)(methyl)carbamate